C(CCCCC)OC(=O)C=1C(=CC=CC1)C(=O)OCCCCCC dihexylbenzenedicarboxylate